3-(4-(6-Azabicyclo[3.1.1]heptane-3-yl)-6,7-difluoro-1-oxoisoindoline-2-yl)piperidine C12CC(CC(N1)C2)C2=C1CN(C(C1=C(C(=C2)F)F)=O)C2CNCCC2